2,2''-trichlorotriethylamine C(CCl)N(CCCl)CCCl